Copper Diethyldithiocarbamate C(C)N(C([S-])=S)CC.[Cu+2].C(C)N(C([S-])=S)CC